ClC1=NC2=CC=CC(=C2C=C1)S(=O)(=O)C1C(OCC1(C)C)(C(=O)N)C1=C(C=CC(=C1)C)OC ((2-chloroquinolin-5-yl)sulfonyl)-2-(2-methoxy-5-methylphenyl)-4,4-dimethyltetrahydrofuran-2-carboxamide